P(OC1=C(C=CC=C1)CCCCCCCCC)(OC1=CC=C(C=C1)CCCCCCCCC)=O.[Ni] nickel (2-nonylphenyl) (p-nonylphenyl) phosphonate